2-dodecyl-2-hexylmalonic acid potassium salt [K+].C(CCCCCCCCCCC)C(C(=O)[O-])(C(=O)[O-])CCCCCC.[K+]